2-(4-(dodecyloxy)phenyl)acetonitrile C(CCCCCCCCCCC)OC1=CC=C(C=C1)CC#N